6-CHLORO-1-METHYL-4-NITROPYRAZOLO[4,3-C]PYRIDINE ClC1=CC2=C(C(=N1)[N+](=O)[O-])C=NN2C